OC1=C(C(=CC(=C1)C)C)C1=CC=C(N=N1)N1CCC2(CC(C2)O)CC1 7-[6-(2-hydroxy-4,6-dimethyl-phenyl)pyridazin-3-yl]-7-azaspiro[3.5]nonan-2-ol